C(C)(C)(C)OC(=O)N1C2(CNC(C1)C2)C2=C(C=C(C=C2)C=2N=C(SC2)N)F (4-(2-aminothiazole-4-yl)-2-fluorophenyl)-2,5-diazabicyclo[2.2.1]heptane-2-carboxylic acid tert-butyl ester